6-(4-hydroxy-1-piperidyl)-N-[5-(5-methyl-1H-benzimidazol-2-yl)-1H-pyrazol-3-yl]pyridine-3-carboxamide OC1CCN(CC1)C1=CC=C(C=N1)C(=O)NC1=NNC(=C1)C1=NC2=C(N1)C=CC(=C2)C